5-(3-nitrophenyl)-5,6-dihydropyrido[2,3-d]pyrimidine-4,7(3H,8H)-dione [N+](=O)([O-])C=1C=C(C=CC1)C1CC(NC=2N=CNC(C21)=O)=O